rac-2-((2-methyl-6-(trifluoromethyl)pyridin-3-yl)sulfonyl)-6-((tetrahydrofuran-3-yl)methyl)-2,6-diazaspiro[3.3]heptane CC1=NC(=CC=C1S(=O)(=O)N1CC2(C1)CN(C2)C[C@@H]2COCC2)C(F)(F)F |r|